C(C)C1=C(C(=O)N2CCC(CC2)C2=CC=C(C#N)C=C2)C=C(C(=C1)C)C=O 4-(1-(2-ethyl-5-formyl-4-methylbenzoyl)piperidin-4-yl)benzonitrile